8-(4-cyano-3-methylphenyl)-N-methyl-6,9-dioxo-5-(4-(trifluoromethyl)benzyl)-2,5,8-triazaspiro[3.5]nonane-2-carboxamide C(#N)C1=C(C=C(C=C1)N1CC(N(C2(CN(C2)C(=O)NC)C1=O)CC1=CC=C(C=C1)C(F)(F)F)=O)C